1,3-bis-(2,4-diaminophenoxy)propane NC1=C(OCCCOC2=C(C=C(C=C2)N)N)C=CC(=C1)N